N-(2-(6-trifluoromethylpyridin-2-yl)ethyl)-2-methyl-5-chloro-6-difluoromethylpyrimidin-4-amine FC(C1=CC=CC(=N1)CCNC1=NC(=NC(=C1Cl)C(F)F)C)(F)F